3-[(4S)-8-bromo-1-methyl-6-(2-pyridinyl)-4H-imidazolo[1,2-a][1,4]benzodiazepine-4-yl]-propionic methyl ester COC(CC[C@H]1C=2N(C3=C(C(=N1)C1=NC=CC=C1)C=C(C=C3)Br)C(=CN2)C)=O